1,4-dihydroxyboranophenylalanine OC1(C[C@]2(NB2)C(=O)O)CC=C(C=C1)O